(R)-1-((2S,4R,5R)-5-(2-Acetamido-6,8-dioxo-7-(prop-2-yn-1-yl)-1,6,7,8-tetrahydro-9H-purin-9-yl)-4-acetoxytetrahydrofuran-2-yl)-2-(methylthio)ethyl acetate C(C)(=O)O[C@@H](CSC)[C@H]1O[C@H]([C@@H](C1)OC(C)=O)N1C=2N=C(NC(C2N(C1=O)CC#C)=O)NC(C)=O